ClC1=CC2=C(N(C(N=C2N2[C@H](CN(CC2)C(C=C)=O)C)=O)C2=C(C#N)C=CC=C2C(C)C)N=C1C1=C(C=CC=C1)F (P)-2-(6-chloro-7-(2-fluorophenyl)-4-((2S)-2-methyl-4-(2-propenoyl)-1-piperazinyl)-2-oxopyrido[2,3-d]pyrimidin-1(2H)-yl)-3-(2-propanyl)benzonitrile